N=S1(CC(C=C1)N[S@@](=O)C(C)(C)C)=O (S)-N-(1-imino-1-oxo-dihydro-1H-1λ6-thiophen-3-yl)-2-methylpropan-2-sulfinamide